3-(6-chloro-4-methoxy-3-oxo-1,3-dihydro-2H-pyrrolo[3,4-c]pyridin-2-yl)piperidine-2,6-dione ClC1=CC2=C(C(=N1)OC)C(N(C2)C2C(NC(CC2)=O)=O)=O